4-thiouridine [C@@H]1([C@H](O)[C@H](O)[C@@H](CO)O1)N1C(=O)NC(=S)C=C1